((1S*,2S*)-1-Methyl-2-(trifluoromethyl)cyclopropyl)(1-oxa-6-azaspiro[2.5]octan-6-yl)methanone C[C@]1([C@H](C1)C(F)(F)F)C(=O)N1CCC2(CO2)CC1 |o1:1,2|